4-chloro-3-(3-isopropyl-1H-1,2,4-triazol-5-yl)thiophen-2-amine ClC=1C(=C(SC1)N)C1=NC(=NN1)C(C)C